1-(4-(2-(5-fluoro-2-methylpyridin-4-yl)-3-isopropyl-1H-indol-5-yl)piperidin-1-yl)-2-((2-hydroxyethyl)(methyl)amino)ethan-1-one FC=1C(=CC(=NC1)C)C=1NC2=CC=C(C=C2C1C(C)C)C1CCN(CC1)C(CN(C)CCO)=O